COC(=O)CNC(=O)C(=O)OC Dimethyloxalylglycine